C(C)(C)(C)C1=CC=CC=2N(C=NC21)CCO 4-(tert-butyl)-1-(2-hydroxyethyl)-1H-benzo[d]imidazol